2-((4-((((7-chloro-8-fluoroimidazo[1,5-a]pyridin-1-yl)methyl)amino)methyl)-1H-1,2,3-triazol-1-yl)methyl)-6-cyclopropylimidazo[1,2-a]pyridine-8-carboxylic acid ClC1=C(C=2N(C=C1)C=NC2CNCC=2N=NN(C2)CC=2N=C1N(C=C(C=C1C(=O)O)C1CC1)C2)F